4-(4-(3,8-diazabicyclo[3.2.1]oct-3-yl)-2-((3-ethyloxetan-3-yl)methoxy)-8-fluoro-6-(trifluoromethyl)quinazolin-7-yl)-2-amino-7-fluorobenzo[b]thiophene-3-carbonitrile C12CN(CC(CC1)N2)C2=NC(=NC1=C(C(=C(C=C21)C(F)(F)F)C2=CC=C(C=1SC(=C(C12)C#N)N)F)F)OCC1(COC1)CC